(3R)-3-amino-8-fluoro-1,1-dioxo-7-(5-pyrrolidin-1-yl-1,2,4-oxadiazol-3-yl)-5-[[6-[5-(trifluoromethyl)-1,2,4-oxadiazol-3-yl]-3-pyridinyl]methyl]-2,3-dihydro-1λ6,5-benzothiazepine-4-One N[C@H]1CS(C2=C(N(C1=O)CC=1C=NC(=CC1)C1=NOC(=N1)C(F)(F)F)C=C(C(=C2)F)C2=NOC(=N2)N2CCCC2)(=O)=O